N-(pyridin-4-ylmethyl)amine N1=CC=C(C=C1)CN